[Ru](Cl)(Cl)Cl.C1(=CC(=CC(=C1)C)C)C (mesitylene) ruthenium chloride